2-(chloromethyl)acrylamide ClCC(C(=O)N)=C